mono-1-methylpropylarsine CC(CC)[AsH2]